allyl 5-bromopentanoate BrCCCCC(=O)OCC=C